dihydroxy-5β-cholanic acid OC(C(=O)O)(C[C@@H](C)[C@H]1CC[C@H]2[C@@H]3CC[C@@H]4CCCC[C@]4(C)[C@H]3CC[C@]12C)O